COC(=O)C=1OC2=C(C1OCC(C)=O)C=CC(=C2)C(=O)OC(C)(C)C 3-(2-oxopropoxy)benzofuran-2,6-dicarboxylic acid 6-tert-butyl 2-methyl ester